N-(4-(benzofuran-2-yl)phenyl)-2-(4-butoxyphenyl)acetamide O1C(=CC2=C1C=CC=C2)C2=CC=C(C=C2)NC(CC2=CC=C(C=C2)OCCCC)=O